5-bromo-6-methyl-2,3-dihydroisothiazolo[5,4-b]pyridine 1,1-dioxide BrC=1C=C2C(=NC1C)S(NC2)(=O)=O